3-tert-Butyl-6-[(4-methoxyphenyl)methyl]-8-(morpholin-4-yl)imidazo[1,2-c]pyrido[2,3-e]pyrimidine-2,5(3H,6H)-dione C(C)(C)(C)C1C(N=C2N1C(N(C1=C2N=CC(=C1)N1CCOCC1)CC1=CC=C(C=C1)OC)=O)=O